OCCNCC1=CC(=NC=C1)C(=O)NC1=C(C(=CC=C1)C1=NC=CC(=C1C)C1=NC(=C(C=C1)CNCC1NC(CC1)=O)OC)C 4-(((2-hydroxyethyl)amino)methyl)-N-(3-(6-methoxy-3'-methyl-5-((((5-oxopyrrolidin-2-yl)methyl)amino)methyl)-[2,4'-bipyridin]-2'-yl)-2-methylphenyl)picolinamide